C(C)(C)(C)[Si](OC/C=C/C1=CN(C2=CC=C(C=C12)N1N=C(C=C1C)C(=O)N)CC1=CC=C(C=C1)C1=CC=C(C=C1)S(=O)(=O)C)(C)C (E)-1-(3-(3-((tertbutyldimethylsilyl)oxy)prop-1-en-1-yl)-1-((4'-(methylsulfonyl)-[1,1'-biphenyl]-4-yl)methyl)-1H-indol-5-yl)-5-methyl-1H-pyrazole-3-carboxamide